C(C)C=1C2=C(C(=C(C=C2N=C2C3=CC=4[C@@](C(OCC4C(N3CC12)=O)=O)(O)CC)F)C)CCCCO (19S)-10,19-diethyl-6-fluoro-19-hydroxy-8-(4-hydroxybutyl)-7-methyl-17-oxa-3,13-diazapentacyclo[11.8.0.02,11.04,9.015,20]henicosa-1(21),2,4,6,8,10,15(20)-heptaene-14,18-dione